3-benzoyl-1-[(2R,3S,4R,5R)-4-[(tert-butyldimethylsilyl)oxy]-5-{[(tert-butyldimethylsilyl)oxy]methyl}-5-cyclopropyl-3-fluorooxolan-2-yl]-5-fluoropyrimidine-2,4-dione C(C1=CC=CC=C1)(=O)N1C(N(C=C(C1=O)F)[C@@H]1O[C@]([C@H]([C@@H]1F)O[Si](C)(C)C(C)(C)C)(C1CC1)CO[Si](C)(C)C(C)(C)C)=O